FC1=NC=CC(=C1)C(=O)OC(C)(C)C tert-Butyl 2-fluoropyridine-4-carboxylate